1-[(E)-[(2,4-difluorophenyl)thio]methylene]hydrazine FC1=C(C=CC(=C1)F)S\C=N\N